dibutyl-tin di(ethyl acetoacetate) C(C)CC(CC(=O)[O-])=O.C(C)CC(CC(=O)[O-])=O.C(CCC)[Sn+2]CCCC